2-[1-[(4-tert-butylphenyl)methyl]-5-oxopyrrolidine-2-yl]-N-[(2-chlorophenyl)methyl]acetamide C(C)(C)(C)C1=CC=C(C=C1)CN1C(CCC1=O)CC(=O)NCC1=C(C=CC=C1)Cl